FC(C(C(=O)O)(C(F)(F)F)O)(F)F 3,3,3-trifluoro-2-hydroxy-2-(trifluoromethyl)propanoic acid